3-(Amino(2-(2-hydroxypropan-2-yl)thiazol-5-yl)(oxosulfaneylidene)ureido)-3-methyl-6,7-dihydro-5H-cyclopenta[b]pyridine-2-carboxylic acid NC=1N=C(SC1N(C(=O)N=S=O)C1(C=C2C(=NC1C(=O)O)CCC2)C)C(C)(C)O